P(=O)(=O)[C] phospho-carbon